3-methyl-1-(5-{4-[rel-(1R,3R,5S,8R)-3-phenylbicyclo[3.2.1]octan-8-yl]piperazin-1-yl}pyridazine-3-carbonyl)azetidin-3-ol CC1(CN(C1)C(=O)C=1N=NC=C(C1)N1CCN(CC1)C1[C@H]2CC(C[C@@H]1CC2)C2=CC=CC=C2)O |o1:20,24|